1-[2-(difluoromethoxy)-4-(trifluoromethyl)phenyl]-8-fluoro-N-[(3R)-1-methylpiperidin-3-yl]pyrrolo[1,2-d][1,2,4]triazin-4-amine FC(OC1=C(C=CC(=C1)C(F)(F)F)C=1C=2N(C(=NN1)N[C@H]1CN(CCC1)C)C=CC2F)F